BrC1=CC=CC(=N1)NC(C(C)(C)C)=O N-(6-bromo-pyridin-2-yl)-2,2-dimethyl-propionamide